O1[C@@H](COC12CCCCC2)[C@@H]([C@@H](C(=O)O)NC(=O)OCC2=CC=CC=1C3=CC=CC=C3CC21)C (2S,3R)-3-[(2R)-1,4-dioxaspiro[4.5]dec-2-yl]-2-(fluorenylmethoxycarbonyl-amino)butanoic acid